CC1=C(C(=O)N[C@H](C)C2=CC(=CC=C2)N2CCN(CC2)C)C=C(C=C1)N1CCN(CC1)C 2-methyl-5-(4-methylpiperazin-1-yl)-N-[(1R)-1-[3-(4-methylpiperazin-1-yl)phenyl]ethyl]benzamide